1-(4-bromo-2-chloro-5-fluorophenyl)ethan-1-one BrC1=CC(=C(C=C1F)C(C)=O)Cl